NC=1C(=C(C=CC1N)CN1CCN(CC1)C(=O)OC(C)(C)C)F tert-Butyl 4-[(3,4-diamino-2-fluorophenyl)methyl]piperazine-1-carboxylate